C(CCCCCCCC(=O)OC1=CC=C(C=C1)CC(=O)OCCC1CCN(CC1)CCSSCCN1CCC(CC1)CCOC(CC1=CC=C(C=C1)OC(CCCCCCC\C=C/CCCCCCCC)=O)=O)(=O)OC(CCCCCCCC)CCCCCCCC 1-(heptadecan-9-yl) 9-(4-(2-(2-(1-(2-((2-(4-(2-(2-(4-(oleoyloxy)phenyl)acetoxy)ethyl)piperidin-1-yl)ethyl)disulfaneyl)ethyl)piperidin-4-yl)ethoxy)-2-oxoethyl)phenyl) nonanedioate